(cis)-ethyl-8-((4-(N,N-diethylsulfamoyl)phenyl)sulfonyl)-8-azabicyclo[3.2.1]octane-2-carboxylate C(C)OC(=O)C1C2CCC(CC1)N2S(=O)(=O)C2=CC=C(C=C2)S(N(CC)CC)(=O)=O